1-(1-methylpyrazol-3-yl)-6-oxo-pyridine-3-carboxylic acid methyl ester COC(=O)C1=CN(C(C=C1)=O)C1=NN(C=C1)C